(S)-3-(1'-(3-(1,3-dimethyl-1H-pyrazol-4-yl)benzyl)-6-oxo-6,8-dihydro-2H,7H-spiro[furo[2,3-e]isoindole-3,4'-piperidin]-7-yl)piperidine-2,6-dione CN1N=C(C(=C1)C=1C=C(CN2CCC3(CC2)COC2=C4CN(C(C4=CC=C23)=O)[C@@H]2C(NC(CC2)=O)=O)C=CC1)C